2-[4-(4-cyclopropylpiperazin-1-yl)anilino]-4-[(7-ethyl-7-hydroxy-5,6-dihydrocyclopenta[b]pyridin-2-yl)amino]pyrimidine-5-carbonitrile C1(CC1)N1CCN(CC1)C1=CC=C(NC2=NC=C(C(=N2)NC2=CC=C3C(=N2)C(CC3)(O)CC)C#N)C=C1